2-((2-hydroxy-1-phenylethyl)amino)quinazolin OCC(C1=CC=CC=C1)NC1=NC2=CC=CC=C2C=N1